BrCC=1C=C(C(=NC1)OCC1=NC=C(C=C1)OC)OC 5-(bromomethyl)-3-methoxy-2-[(5-methoxy-2-pyridyl)methoxy]pyridine